(S)-1-(6-(azetidin-1-yl)pyridin-3-yl)-3-(1-(5-fluoro-3-methylbenzofuran-2-yl)-2-methylpropyl)urea N1(CCC1)C1=CC=C(C=N1)NC(=O)N[C@@H](C(C)C)C=1OC2=C(C1C)C=C(C=C2)F